t-2-hydroxy-ethanesulfonamide OCCS(=O)(=O)N